1,5-dimethylindole CN1C=CC2=CC(=CC=C12)C